C(=O)(O)C=1C=C(C=CC1C(=O)O)C=1N=NOC1 3,4-dicarboxyphenyloxadiazole